tris(dimethylamino)ethoxysilane CN(C)C(CO[SiH3])(N(C)C)N(C)C